1-chloro-4-iodo-6,7-dihydro-5H-cyclopenta[d]pyridazine ClC1=NN=C(C2=C1CCC2)I